diadenosine phosphorothioate P(O)(O)(O)=S.[C@@H]1([C@H](O)[C@H](O)[C@@H](CO)O1)N1C=NC=2C(N)=NC=NC12.[C@@H]1([C@H](O)[C@H](O)[C@@H](CO)O1)N1C=NC=2C(N)=NC=NC12